C1(CC1)C1=CC(=NN1)NC1=NC(=NC=C1)N(C1CC2(CN(C2)C(=O)C=2N=NN(C2)C)C1)C (6-((4-((5-Cyclopropyl-1H-pyrazol-3-yl)amino)pyrimidin-2-yl)(methyl)amino)-2-azaspiro[3.3]heptan-2-yl)(1-methyl-1H-1,2,3-triazol-4-yl)methanone